Methyl 2-((4-((S)-2-(4-chloro-2-fluorophenyl)-2-methylbenzo[d][1,3]dioxol-4-yl)-3,6-dihydropyridin-1(2H)-yl)methyl)-3-(((S)-oxetan-2-yl)methyl)-3H-imidazo[4,5-b]pyridine-5-carboxylate ClC1=CC(=C(C=C1)[C@@]1(OC2=C(O1)C=CC=C2C=2CCN(CC2)CC2=NC=1C(=NC(=CC1)C(=O)OC)N2C[C@H]2OCC2)C)F